C(C)(=O)N1[C@H]([C@@H]([C@H](C2=CC(=CC=C12)C=1CCNCC1)NC=1N=CC(=NC1)C#N)C)C |r| rac-5-(((2S,3R,4R)-1-acetyl-2,3-dimethyl-6-(1,2,3,6-tetrahydropyridin-4-yl)-1,2,3,4-tetrahydroquinolin-4-yl)amino)pyrazine-2-carbonitrile